ClC1=C(C=C(C=C1F)C=1N=NN(C1)C1C(C(OC(C1O)CO)C(=O)NC1=CC(=CC(=C1)Br)Br)OC)F 4-(4-(4-chloro-3,5-difluorophenyl)-1H-1,2,3-triazol-1-yl)-N-(3,5-dibromophenyl)-5-hydroxy-6-(hydroxymethyl)-3-methoxytetrahydro-2H-pyran-2-carboxamide